(S)-2-amino-3-(4-(tert-butoxycarbonyl)phenyl)propanoic acid N[C@H](C(=O)O)CC1=CC=C(C=C1)C(=O)OC(C)(C)C